C(C)NC(C(CC)(C(C)C)C(C)C)=O N-Ethyl-2,2-diisopropyl-butyramide